P(=O)(O)(O)O[C@H]1[C@H]([C@@H](O[C@@H]1COP(=O)(O)O)N1C(=O)N=C(N)C=C1)O cytidine 3',5'-diphosphate